C(C)NC1CC(N(CCC1)C=1C=C(O[C@@H](CCN(C(OCC[Si](C)(C)C)=O)C)C=2SC=CC2)C=CC1)=O 2-(Trimethylsilyl)ethyl ((3S)-3-(3-(4-(ethylamino)-2-oxoazepan-1-yl)phenoxy)-3-(thiophen-2-yl)propyl)(methyl)carbamate